Cl.FC1=CC=C(C=C1)C(N1[C@@H](CN[C@H](C1)C)CC)C1=CC=C(C=C1)F (2R,5S)-1-(bis(4-fluorophenyl)methyl)-2-ethyl-5-methylpiperazine hydrochloride